[Si](C1=CC=CC=C1)(C1=CC=CC=C1)(C(C)(C)C)OC[C@H]1CCCC(N1CC1=CC(=C(C=C1)F)F)=O (R)-6-(((tert-butyldiphenylsilyl)oxy)methyl)-1-(3,4-difluorobenzyl)piperidin-2-one